[C@H]12N(C[C@H](NC1)C2)CCN2C=1C=CC(=CC1OC=1C=C(C=NC21)C=2C=C1C=NNC1=CC2)C=2C=C1C=NNC1=CC2 2-{2-[(1R,4R)-2,5-diazabicyclo[2.2.1]heptan-2-yl]ethyl}-6,12-bis-(1H-indazol-5-yl)-9-oxa-2,4-diazatricyclo[8.4.0.0^{3,8}]tetradeca-1(10),3(8),4,6,11,13-hexaene